phenylmethyloxycarbonyl bromide C1(=CC=CC=C1)COC(=O)Br